Ethyl 3-(2-chloropyrimidin-5-yl)propanoate ClC1=NC=C(C=N1)CCC(=O)OCC